3-[4-[(2,3-dichloro-6-methoxyphenyl)(hydroxy)methyl]Piperidine-1-carbonyl]Pyrrolidine-1-carboxylic acid tert-butyl ester C(C)(C)(C)OC(=O)N1CC(CC1)C(=O)N1CCC(CC1)C(O)C1=C(C(=CC=C1OC)Cl)Cl